1-((3S,4R)-4-(3,4-difluorophenyl)-1-(2-methoxyethyl)pyrrolidin-3-yl)-3-(4-methyl-1-phenyl-3-(pyridin-2-yl)-1H-pyrazol-5-yl)urea FC=1C=C(C=CC1F)[C@H]1[C@@H](CN(C1)CCOC)NC(=O)NC1=C(C(=NN1C1=CC=CC=C1)C1=NC=CC=C1)C